FC1(CN(CC[C@H]1NC1=NN2C(C(=N1)OC)=C(C=C2)C=2C=CC1=C(N(N=N1)CC(C)(F)F)C2)C)F (R)-N-(3,3-difluoro-1-methylpiperidin-4-yl)-5-(1-(2,2-difluoropropyl)-1H-benzo[d][1,2,3]triazol-6-yl)-4-methoxypyrrolo[2,1-f][1,2,4]triazin-2-amine